bis(2,6-dimethoxyphenyl)phosphine chloride [Cl-].COC1=C(C(=CC=C1)OC)PC1=C(C=CC=C1OC)OC